CC=1C=CC(=C(C1)O)C1=NN=C(C=2N1C=CC2)N[C@H]2CN(CCC2)CC(F)(F)F (R)-5-methyl-2-(1-((1-(2,2,2-trifluoroethyl)piperidin-3-yl)amino)pyrrolo[1,2-d][1,2,4]triazin-4-yl)phenol